5-(4,4,5,5-tetramethyl-1,3,2-dioxaborolan-2-yl)-3,4-dihydropyridine-1(2H)-carboxylic acid tert-butyl ester C(C)(C)(C)OC(=O)N1CCCC(=C1)B1OC(C(O1)(C)C)(C)C